C(C)(=O)OC(=O)ON1C(CCC1=O)=O N-(acetoxycarbonyloxy)succinimide